CN([C@@H](CC1=CNC2=CC=CC=C12)C(=O)O)C D-N-methyl-L-N-methyl-tryptophan